N'-(1-methoxypropan-2-yl)(t-butoxy)carbohydrazide COCC(C)N(NOC(C)(C)C)C(=O)NN